[6-[(5-fluoro-3-pyridinyl)methyl]-2-azaspiro[3.3]heptan-2-yl]-[(3S)-3-(tetrazol-1-yl)pyrrolidin-1-yl]methanone FC=1C=C(C=NC1)CC1CC2(CN(C2)C(=O)N2C[C@H](CC2)N2N=NN=C2)C1